ClC=1C=C(C=C(C1NC)N)N(C=1C=NC=CC1)C 6-chloro-N1,N4-dimethyl-N4-(3-pyridyl)benzene-1,2,4-triamine